2-(5-((3,3-difluoroazetidin-1-yl)methyl)-2-oxopyridin-1(2H)-yl)-4-methylpentanoic acid FC1(CN(C1)CC=1C=CC(N(C1)C(C(=O)O)CC(C)C)=O)F